N-(3-(5-(Morpholinomethyl)-1-((2-(trimethylsilyl)ethoxy)methyl)-1H-benzo[d]imidazol-2-yl)-1-((2-(trimethylsilyl)ethoxy)methyl)-1H-pyrazol-4-yl)-2-phenethoxypyrimidin-4-amine O1CCN(CC1)CC1=CC2=C(N(C(=N2)C2=NN(C=C2NC2=NC(=NC=C2)OCCC2=CC=CC=C2)COCC[Si](C)(C)C)COCC[Si](C)(C)C)C=C1